(S)-1-(cyanomethyl)-N-(6-(3,5-dimethylisoxazol-4-yl)benzo[d]thiazol-2-yl)pyrrolidine-3-carboxamide C(#N)CN1C[C@H](CC1)C(=O)NC=1SC2=C(N1)C=CC(=C2)C=2C(=NOC2C)C